(1S,4r)-4-((2-(((S)-2-fluorobutyl)amino)-5-(5-(morpholinomethyl)pyridin-2-yl)pyrimidin-4-yl)amino)cyclohexan-1-ol F[C@H](CNC1=NC=C(C(=N1)NC1CCC(CC1)O)C1=NC=C(C=C1)CN1CCOCC1)CC